O1CCN(CCC1)C(=O)OCC1=CC=CC=C1 benzyl 1,4-oxazepane-4-carboxylate